3-(5-((2,4-Dimethoxybenzyl)amino)-7-methoxy-[1,2,4]triazolo[1,5-c]quinazolin-2-yl)cyclobutan-1-one COC1=C(CNC2=NC=3C(=CC=CC3C=3N2N=C(N3)C3CC(C3)=O)OC)C=CC(=C1)OC